Cl.N[C@H](C=1OC2=C(N1)C=C(C=C2)[C@H](COC)N2C(N[C@@H](C2)C(F)(F)F)=O)C2CCC(CC2)(F)F (S)-1-((R)-1-(2-((S)-amino(4,4-difluorocyclohexyl)methyl)benzo[d]-oxazol-5-yl)-2-methoxyethyl)-4-(trifluoromethyl)imidazolidin-2-one hydrochloride